OC1(CC2CC(CC2C1)C1=NN(C=C1C(=O)N)C)C=1N=CNC1 3-(5-hydroxy-5-(1H-imidazol-4-yl)octahydropentalen-2-yl)-1-methyl-1H-pyrazole-4-carboxamide